(2R)-2-(4-(Ethylsulfonyl)phenyl)-2-(2-(2-(3-fluorophenyl)pyrrolidin-1-yl)pyrimidine-5-carboxamido)ethyl carbamate C(N)(OC[C@H](NC(=O)C=1C=NC(=NC1)N1C(CCC1)C1=CC(=CC=C1)F)C1=CC=C(C=C1)S(=O)(=O)CC)=O